BrCC(=O)N[C@@H](C)C1=C(C=C(C=C1)F)Cl (S)-2-bromo-N-(1-(2-chloro-4-fluorophenyl)ethyl)acetylAmine